C1(CC1)C1=NOC(C1)C=1N(C(=CN1)S(=O)(=O)CC)C 2-(3-cyclopropyl-4,5-dihydroisoxazol-5-yl)-5-ethylsulfonyl-1-methyl-imidazole